C1(CCCCC1)NC1=C(C=CC=C1)NC1CCCCC1 N,N'-dicyclohexyl-o-phenylenediamine